C(C)C1=NC2=CC=CC=C2C=C1 2-ethylquinoline